FC1=CC(=C(C=C1[N+](=O)[O-])NC1=NC=C(C(=N1)N1CC2(C3=NC=CC=C31)CC2)C(=O)OC(C)C)OC isopropyl 2-((4-fluoro-2-methoxy-5-nitro phenyl)amino)-4-(spiro(cyclopropane-1,3'-pyrrolo[3,2-b]pyridin)-1'(2'H)-yl)pyrimidine-5-carboxylate